1-hydroxyl-benzotriazole ON1N=NC2=C1C=CC=C2